5-morpholinylbenzo[d]oxazole N1(CCOCC1)C=1C=CC2=C(N=CO2)C1